1-benzyl-N,N,2-trimethyl-4-acetoxy-1H-benzo[d]imidazole-6-carboxamide C(C1=CC=CC=C1)N1C(=NC2=C1C=C(C=C2OC(C)=O)C(=O)N(C)C)C